BrC=1C=CC2=C(C(=N[C@H](C=3N2C(=NN3)SCCO)CCC(=O)OC)C3=C(C=CC=C3)Cl)C1 methyl (S)-3-(8-bromo-6-(2-chlorophenyl)-1-((2-hydroxyethyl)thio)-4H-benzo[f][1,2,4]triazolo[4,3-a][1,4]diazepin-4-yl)propionate